6-(5-Ethoxy-2-fluorophenyl)-N-[(2-oxo-1H-pyridin-3-yl)sulfonyl]-2-(2,4,6-trimethylphenoxy)pyridin-3-carboxamid C(C)OC=1C=CC(=C(C1)C1=CC=C(C(=N1)OC1=C(C=C(C=C1C)C)C)C(=O)NS(=O)(=O)C=1C(NC=CC1)=O)F